2-{4-[(4S)-7-(3,5-dimethylisoxazol-4-yl)-4-pyridin-2-yl-4,5-dihydroimidazo[1,5,4-de][1,4]benzoxazin-2-yl]piperazin-1-yl}acetamide CC1=NOC(=C1C1=CC=C2C=3N([C@H](COC31)C3=NC=CC=C3)C(=N2)N2CCN(CC2)CC(=O)N)C